O1C(COCC1)COC1=CC(=C(C(=N1)CCC1=CC=C(C=C1)OCC)C)O 6-((1,4-dioxan-2-yl)methoxy)-2-(4-ethoxyphenethyl)-3-methylpyridin-4-ol